ClC1=CC=C(CN2C(CC[C@@]3([C@@H]4[C@@H](CC=C23)[C@@H]2CC[C@@H]([C@]2(CC4=O)C)O)C)=O)C=C1 (4aR,4bS,6aS,7S,9aS,9bS)-1-(4-chlorobenzyl)-7-hydroxy-4a,6a-dimethyl-3,4,4a,4b,6,6a,7,8,9,9a,9b,10-dodecahydro-1H-indeno[5,4-f]quinoline-2,5-dione